ClCCC=O 3-chloropropane-1-one